cyclopropyl-4-((4-(1-isopropyl-1H-pyrazol-4-yl)-5-methylpyrimidin-2-yl)amino)benzenesulfonamide C1(CC1)C1=C(C=CC(=C1)NC1=NC=C(C(=N1)C=1C=NN(C1)C(C)C)C)S(=O)(=O)N